1-{1-[(tert-butyldimethylsilyl)oxy]-2,2,6,6-tetramethylpiperidin-4-yl}-2,3-dihydroindole [Si](C)(C)(C(C)(C)C)ON1C(CC(CC1(C)C)N1CCC2=CC=CC=C12)(C)C